FC1(OC2=C(O1)C=CC(=C2)N(C(=O)C=2C=C(C=CC2)N2N=C(C1=C2[C@@H](COC1)OC1=CC=C(C(=O)OC(C)(C)C)C=C1)C(F)(F)F)C)F |o1:24| (S)- or (R)-tert-butyl 4-[[1-[3-[(2,2-difluoro-1,3-benzodioxol-5-yl)-methyl-carbamoyl]phenyl]-3-(trifluoromethyl)-6,7-dihydro-4H-pyrano[4,3-c]pyrazol-7-yl]oxy]benzoate